Cl.NC1=CC=C(C=C1)CC#N 2-(4-aminophenyl)acetonitrile hydrochloride